(4R,5R,7R,8R)-7-(hydroxymethyl)-5-(4-methyl-5-(1H-pyrazol-3-yl)-7H-pyrrolo[2,3-d]pyrimidin-7-yl)-1,6-dioxaspiro[3.4]octan-8-ol OC[C@H]1O[C@H]([C@@]2(CCO2)[C@@H]1O)N1C=C(C2=C1N=CN=C2C)C2=NNC=C2